1-((3-((3R,5R)-5-(4-Chlorophenyl)-Tetrahydrofuran-3-Yl)-1,2,4-OxadiazolYl)Methyl)-7-Methyl-1H-Purine-2,6(3H,7H)-Dione ClC1=CC=C(C=C1)[C@H]1C[C@@H](CO1)C1=NOC(=N1)CN1C(NC=2N=CN(C2C1=O)C)=O